OC=1C=C(C[C@H](N)C(=O)O)C(=CC1O)[18F] 3,4-dihydroxy-6-[18F]fluoro-L-phenylalanine